C[SiH](C)[Zr](C1C(=CC2=C(C=CC=C12)C1=CC=CC=C1)C)C1C(=CC2=C(C=CC=C12)C1=CC=CC=C1)C dimethylsilylbis(2-methyl-4-phenyl-indenyl)zirconium